6-benzyl-5-{[2-(dimethylamino)ethyl]Amino}-1,3-bis(4-fluorophenyl)-8-methylpyrido[2,3-d]Pyrimidine-2,4,7(1H,3H,8H)-trione C(C1=CC=CC=C1)C1=C(C2=C(N(C(N(C2=O)C2=CC=C(C=C2)F)=O)C2=CC=C(C=C2)F)N(C1=O)C)NCCN(C)C